ClC=1C=NN(C1CC1N(C(C=2N=CSC21)=O)CC2=CC=C(C=C2)O)C 6-((4-chloro-1-methyl-1H-pyrazol-5-yl)methyl)-5-(4-hydroxybenzyl)-5,6-dihydro-4H-pyrrolo[3,4-d]thiazol-4-one